N-[4-fluoro-5-[2-(oxan-4-yloxy)pyrimidin-4-yl]-2-[(3R,5S)-3,4,5-trimethylpiperazin-1-yl]phenyl]-6-oxo-4-(trifluoromethyl)-1H-pyridine-3-carboxamide FC1=CC(=C(C=C1C1=NC(=NC=C1)OC1CCOCC1)NC(=O)C1=CNC(C=C1C(F)(F)F)=O)N1C[C@H](N([C@H](C1)C)C)C